OC1=C(CNC2=C3N=CN(C3=NC=N2)C2[C@H](O)[C@@H](O)[C@H](O)[C@H](O2)CO)C=CC=C1OC 6-(2-hydroxy-3-methoxybenzylamino)-9-glucopyranosylpurine